ClC=1C=C(C=CC1)C(N)[C@@H]1COCC1 (3-chlorophenyl)((R)-tetrahydrofuran-3-yl)methanamine